(1S,4s)-4-(5-((1S,2R,3S,4R)-3-(benzothien-2-ylcarbamoyl)bicyclo[2.2.1]hept-2-yl)carbamoyl-2-fluoro-4-methoxyphenoxy)-1-methylcyclohexane-1-carboxylic acid S1C(=CC2=C1C=CC=C2)NC(=O)[C@@H]2[C@@H]([C@H]1CC[C@@H]2C1)NC(=O)C=1C(=CC(=C(OC2CCC(CC2)(C(=O)O)C)C1)F)OC